N1=CC=CC2=CC(=CC=C12)[C@H](C)NC(=O)C1=CC=CC2=C1NC=N2 N-((S)-1-(quinolin-6-yl)ethyl)-1H-benzo[d]imidazole-7-carboxamide